N-(4-methyl-3-(pyridin-4-yl)-1H-pyrazol-5-yl)-3-(m-tolyl)propenamide CC=1C(=NNC1NC(C=CC=1C=C(C=CC1)C)=O)C1=CC=NC=C1